C(C1=CC=CC=C1)OC1=C2C(=CNC2=CC(=C1)F)C=O 4-(benzyloxy)-6-fluoro-1H-indole-3-carbaldehyde